FC=1C=C(C2=C([C@@H](CCO2)N2C[C@H](NCC2)C2=C(C=CC=C2)C)C1)F (3R)-1-[(4R)-6,8-difluoro-3,4-dihydro-2H-1-benzopyran-4-yl]-3-(2-methylphenyl)piperazine